4-chloro-3-bromo-quinoline ClC1=C(C=NC2=CC=CC=C12)Br